C(C1=CC=CC=C1)C=1NC=2N(C(C1)=O)N=C(N2)NCC2=C(C=CC(=C2)C2=CC=NC=C2)Cl 5-benzyl-2-[[2-chloro-5-(4-pyridinyl)phenyl]methylamino]-4H-[1,2,4]triazolo[1,5-a]pyrimidin-7-one